C(#N)/C(/C(=O)OCC)=C(/O)\C1=CC(=C(C(=C1)[N+](=O)[O-])O)O ethyl (Z)-2-cyano-3-(3,4-dihydroxy-5-nitrophenyl)-3-hydroxyacrylate